FC(C(=O)NCCC[Si]1(CC=CC1)CCCNC(C(F)(F)F)=O)(F)F 2,2,2-trifluoro-N-(3-{1-[3-(2,2,2-trifluoro-acetylamino)-propyl]-2,5-dihydro-1H-silol-1-yl}-propyl)-acetamide